COC1=C(C(=O)N)C=C(C=N1)NC(C(=O)N1[C@H](CC[C@@H](C1)C)C1=CC(=CC=C1)OC[C@H]1N(CCC1)C)=O methoxy-5-(2-((2R,5S)-5-methyl-2-(3-(((S)-1-methylpyrrolidin-2-yl)methoxy)phenyl)piperidin-1-yl)-2-oxoacetamido)nicotinamide